tert-butyl (2-(5-(2-bromoacetyl)thiophen-2-yl)-2-hydroxyethyl)(methyl)carbamate BrCC(=O)C1=CC=C(S1)C(CN(C(OC(C)(C)C)=O)C)O